COC1=C(C=C(C=C1)S(=O)(=O)N1CCN(CC1)C)B(O)O (2-methoxy-5-((4-methylpiperazin-1-yl)sulfonyl)phenyl)boronic acid